(S)-N-((S)-1-(5-(4-(2-Cyclopropylpyrimidin-5-yl)phenyl)oxazol-2-yl)-7-oxononyl)-6-ethyl-6-azaspiro[2.5]octan-1-carboxamid C1(CC1)C1=NC=C(C=N1)C1=CC=C(C=C1)C1=CN=C(O1)[C@H](CCCCCC(CC)=O)NC(=O)[C@H]1CC12CCN(CC2)CC